2,3,4,5-tetrafluoro-6-(methylthio)benzoic acid FC1=C(C(=O)O)C(=C(C(=C1F)F)F)SC